C1(CCCCC1)C[C@@H](C(=O)NC(CC1C(NC2(C1)CCCCC2)=O)C(C(=O)NC2CC2)=O)NC(=O)C=2NC1=CC=CC(=C1C2)OC N-((2S)-3-cyclohexyl-1-((4-(cyclopropylamino)-3,4-dioxo-1-(2-oxo-1-azaspiro[4.5]decan-3-yl)butan-2-yl)amino)-1-oxopropan-2-yl)-4-methoxy-1H-indole-2-carboxamide